NC1=NC=2C(=CC=CC2C=2N1C=C(N2)C(=O)N2CC(OC(C2)(C)C)(C)C)OC (5-amino-7-methoxyimidazo[1,2-c]quinazolin-2-yl)(2,2,6,6-tetramethylmorpholino)methanone